6-((3-fluoropiperidin-4-yl)oxy)-3-isopropyl-N-(2-(trifluoromethoxy)benzyl)imidazo[1,2-b]pyridazin-8-amine hydrochloride Cl.FC1CNCCC1OC=1C=C(C=2N(N1)C(=CN2)C(C)C)NCC2=C(C=CC=C2)OC(F)(F)F